N-methyl-2-(piperazin-1-yl)propionamide CNC(C(C)N1CCNCC1)=O